COC1(COC1)C1=CC=C(C=C1)C(=O)N1CCN(CC1)C1=CC=C(C=C1)C(F)(F)F (4-(3-Methyloxyoxetan-3-yl)phenyl)(4-(4-(trifluoromethyl)phenyl)piperazin-1-yl)methanone